CC1([C@@H]2CC[C@@H](C[C@]2(CCC1)C)O)C |r| (2SR,4aSR,8aRS)-5,5,8a-trimethyldecahydro-naphthalen-2-ol